4-((4-morpholino-6-((5-(5-phenyl-1,3,4-oxadiazol-2-yl)thiazol-2-yl)amino)pyrimidin-2-yl)Amino)bicyclo[2.2.1]heptan-1-ol O1CCN(CC1)C1=NC(=NC(=C1)NC=1SC(=CN1)C=1OC(=NN1)C1=CC=CC=C1)NC12CCC(CC1)(C2)O